COC1(CC1)CC=1C(=NC=C(C1)C1=NOC(=N1)C(F)(F)F)C=O 3-((1-methoxycyclopropyl)methyl)-5-(5-(trifluoromethyl)-1,2,4-oxadiazol-3-yl)picolinaldehyde